ClC1=CC(=C(C=C1)S)S 4-chloro-1,2-dimercapto-benzene